OCCC(=O)N (beta-hydroxyethyl)-carboxamide